rac-tert-butyl (3R,4R)-3-((2-(2,6-dioxo-1-((2-(trimethylsilyl)ethoxy)methyl)piperidin-3-yl)-1-oxoisoindolin-5-yl)oxy)-4-methylpiperidine-1-carboxylate O=C1N(C(CC[C@H]1N1C(C2=CC=C(C=C2C1)O[C@H]1CN(CC[C@H]1C)C(=O)OC(C)(C)C)=O)=O)COCC[Si](C)(C)C |&1:6|